(R)-2-amino-2-cyclobutylethanol N[C@@H](CO)C1CCC1